[Bi].[Cu].[Ag].[Sn] tin silver copper bismuth